methyl 2-(2-((3-nitro-4-(trifluoromethyl)phenyl)amino)pyrimidin-4-yl)benzoate [N+](=O)([O-])C=1C=C(C=CC1C(F)(F)F)NC1=NC=CC(=N1)C1=C(C(=O)OC)C=CC=C1